3-(2-chloro-3-(2-methylindolin-5-yl)phenyl)piperidine-2,6-dione ClC1=C(C=CC=C1C=1C=C2CC(NC2=CC1)C)C1C(NC(CC1)=O)=O